tripropyl-hydroxyethyl-phosphonium hydroxide [OH-].C(CC)[P+](CCO)(CCC)CCC